C=C1COC2=C3C(=CC=C2C1=O)C=CC=C3 3-Methylene-2,3-dihydro-4H-benzo[h]chromen-4-one